C[O-].C[O-].C[O-].[Si+3] silicon trimethoxide